6-((1-(1-butoxycarbonyl)piperidin-4-yl)amino)-2-pentan-3-yloxy-pyrimidine-4-carboxylic acid C(CCC)OC(=O)N1CCC(CC1)NC1=CC(=NC(=N1)OC(CC)CC)C(=O)O